5-Amino-1-isopropyl-3-[6-[2-oxo-2-[(3-phenylisoxazol-5-yl)amino]ethyl]-3-pyridyl]pyrazole-4-carboxamide NC1=C(C(=NN1C(C)C)C=1C=NC(=CC1)CC(NC1=CC(=NO1)C1=CC=CC=C1)=O)C(=O)N